C12CN(CC2C1)C=1C=C(C(=O)OCC)C=C(C1C(NS(=O)(=O)C1(CC1)C)=O)C(F)(F)F ethyl 3-(3-azabicyclo[3.1.0]hexan-3-yl)-4-(((1-methylcyclopropyl)sulfonyl)carbamoyl)-5-(trifluoromethyl)benzoate